N-(3-(cyclobutylmethyl)-4-(4-fluorophenyl)-1-methyl-1H-pyrazol-5-yl)-2-(3,3-difluoro-cyclobutyl)acetamide C1(CCC1)CC1=NN(C(=C1C1=CC=C(C=C1)F)NC(CC1CC(C1)(F)F)=O)C